FC1=C(C=C(C=C1)NC(=O)[C@H]1NCC[C@H]1O)C (2S,3R)-N-(4-fluoro-3-methylphenyl)-3-hydroxypyrrolidine-2-carboxamide